2-Cyclopropyl-N-[3-(oxetan-3-yloxy)phenyl]-4-[(pyridin-2-yl)methoxy]aniline C1(CC1)C1=C(NC2=CC(=CC=C2)OC2COC2)C=CC(=C1)OCC1=NC=CC=C1